1-(6Z,9Z,12Z,15Z-octadecatetraenoyl)-2-(11Z-docosenoyl)-glycero-3-phosphocholine C(C=CC=C\C=C/C=C\CCCCCCCCC)(=O)OCC(OC(C=CCCCCCCCCCCCCCCCCCCC)=O)COP(=O)([O-])OCC[N+](C)(C)C